3-((4-((2-ethyl-4-(6-methylpyridin-2-yl)thiazol-5-yl)oxy)pyridin-2-yl)amino)benzamide C(C)C=1SC(=C(N1)C1=NC(=CC=C1)C)OC1=CC(=NC=C1)NC=1C=C(C(=O)N)C=CC1